acryloyloxyethyleneoxanorbornanecarboxamide C(C=C)(=O)OCCC1OC2(CCC1C2)C(=O)N